FC1=CC(=C(C=C1F)CCCO)OC 3-(4,5-difluoro-2-methoxyphenyl)propan-1-ol